(2S,5S)-5-{(2S,3S)-2-[2-(2-Fluoro-ethoxy)-acetylamino]-3-methyl-pentanoylamino}-4-oxo-1,2,4,5,6,7-hexahydro-azepino[3,2,1-hi]indole-2-carboxylic acid (2H-tetrazol-5-ylmethyl)-amide N=1NN=NC1CNC(=O)[C@H]1N2C3=C(C=CC=C3C1)CC[C@@H](C2=O)NC([C@H]([C@H](CC)C)NC(COCCF)=O)=O